(S)-3,3,3-trifluoro-2-methoxy-2-phenylpropanoyl chloride FC([C@](C(=O)Cl)(C1=CC=CC=C1)OC)(F)F